[Sn].C(CCC)C1=C(N=C(N1)CCCC)CCCC tributylimidazole tin